di-tert-butyl N-(2-(2-hydroxyethoxy)ethyl)-N-((2-nitrophenyl)sulfonyl)-D-aspartate OCCOCCN([C@H](CC(=O)OC(C)(C)C)C(=O)OC(C)(C)C)S(=O)(=O)C1=C(C=CC=C1)[N+](=O)[O-]